2,4,5-Trimethoxybenzaldehyde COC1=C(C=O)C=C(C(=C1)OC)OC